CN1CCS(C2=C(C1=O)SC(=C2)[Sn](C)(C)C)(=O)=O 4-methyl-7-(trimethylstannyl)-3,4-dihydrothieno[2,3-f][1,4]thiazepin-5(2H)-one 1,1-dioxide